8-ethoxyquinazoline-2,4(1H,3H)-dione C(C)OC=1C=CC=C2C(NC(NC12)=O)=O